N-[(2R)-1-(dimethylamino)-1-oxo-3-sulfanylpropan-2-yl]-N-methylcarbamic acid 9H-fluoren-9-ylmethyl ester C1=CC=CC=2C3=CC=CC=C3C(C12)COC(N(C)[C@H](C(=O)N(C)C)CS)=O